CC1=C(C=CC(=C1)N)C1=C(C=C(C=C1)N)C 2,2'-dimethyl-4,4'-diamino-biphenyl